Cl.CC1N(CCNC1)CC(=O)N 2-methylpiperazin-1-yl-acetamide hydrochloride